C[C@@H]1N(C2=CC=C3C(=C2CC1)N=C(N3CC(NCC=3C=NC=CC3)=O)CCN3C(C=CC=C3)=O)C(=O)OC methyl (S)-7-methyl-3-(2-oxo-2-((pyridin-3-ylmethyl)amino)ethyl)-2-(2-(2-oxopyridin-1(2H)-yl)ethyl)-3,7,8,9-tetrahydro-6H-imidazo[4,5-f]quinoline-6-carboxylate